(6-(5-chloro-1-((2-cyclopropylpyrimidin-5-yl)methyl)-1H-indazole-7-carboxamido)spiro[3.3]heptan-2-yl)acetic acid ClC=1C=C2C=NN(C2=C(C1)C(=O)NC1CC2(CC(C2)CC(=O)O)C1)CC=1C=NC(=NC1)C1CC1